[Na+].FC=1C(=C(C(=C(C1F)F)F)S(=O)(=O)[O-])OC(=C(C(C(C(C(C(C(C(F)(F)F)(F)F)(F)F)(F)F)(F)F)(F)F)(F)F)F)F perfluorononeneoxybenzenesulfonic acid sodium salt